ClC1=CC=C(C=C1)C1=NN(C(C1C1=CC=CC=C1)C)C(=O)NS(=O)(=O)N1CC(CCC1)(F)F (4-chlorophenyl)-N-((3,3-difluoropiperidin-1-yl)sulfonyl)-5-methyl-4-phenyl-4,5-dihydro-1H-pyrazole-1-carboxamide